3-(4-Ethynylphenyl)-N-(4-methyl-3-(pyridin-4-yl)-1H-pyrazol-5-yl)propenamide C(#C)C1=CC=C(C=C1)C=CC(=O)NC1=C(C(=NN1)C1=CC=NC=C1)C